ClC=1C(=NC(=CC1)OC)C=O (3-chloro-6-methoxypyridin-2-yl)methanone